(S)-methyl 2-amino-3-cyclohexylpropionate hydrochloride Cl.N[C@H](C(=O)OC)CC1CCCCC1